N1[C@@H](CCC1)C(=O)O (L)-Prolin